4-(4-trifluoromethylphenyl)-N-(4-hydroxy-3-(methylsulfonyl)phenyl)cyclohexane-1-carboxamide FC(C1=CC=C(C=C1)C1CCC(CC1)C(=O)NC1=CC(=C(C=C1)O)S(=O)(=O)C)(F)F